(4-{2-Hydroxy-3-[(4-methoxyphenyl)oxy]propyl}piperazin-1-yl)butan-2-ol OC(CN1CCN(CC1)CC(CC)O)COC1=CC=C(C=C1)OC